1-benzyl-5-bromo-4-(3,4-difluorophenyl)-1H-imidazole C(C1=CC=CC=C1)N1C=NC(=C1Br)C1=CC(=C(C=C1)F)F